C[Si](CCCCC)(Cl)C dimethylchloro-n-pentylsilane